C(#N)C1=NC(=NC(=C1)C)N1CCN(CC1)S(=O)(=O)C=1C=C2CCN(C2=CC1)C(=O)C=1C=NN(C1NS(=O)(=O)C)CCCNC(OC(C)(C)C)=O tert-butyl (3-(4-(5-((4-(4-cyano-6-methylpyrimidin-2-yl)piperazin-1-yl)sulfonyl)indoline-1-carbonyl)-5-(methylsulfonamido)-1H-pyrazol-1-yl)propyl)carbamate